BrC=1C(=NC(=NC1)NC1=C(C=C(C(=C1)C)N1C[C@H]2CC[C@@H](C1)C2N2CCN(CC2)C)OC)NC=2C(=C1N=CC=NC1=CC2)NS(=O)(=O)C N-(6-((5-bromo-2-((2-methoxy-5-methyl-4-((1R,5S,8s)-8-(4-methylpiperazin-1-yl)-3-azabicyclo[3.2.1]octan-3-yl)phenyl)amino)pyrimidin-4-yl)amino)quinoxalin-5-yl)methanesulfonamide